[Si](C1=CC=CC=C1)(C1=CC=CC=C1)(C(C)(C)C)OC[C@]1(O[C@H](C[C@@H]1O)N1C2=NC(=NC(=C2N=C1)NC(C1=CC=CC=C1)(C1=CC=CC=C1)C1=CC=C(C=C1)OC)F)C#C (2R,3S,5R)-2-(((tert-butyldiphenylsilyl)oxy)methyl)-2-ethynyl-5-(2-fluoro-6-(((4-methoxyphenyl)diphenylmethyl)amino)-9H-purin-9-yl)tetrahydrofuran-3-ol